ClC1=C(C(=O)N[C@H](C(=O)O)CNC(CNC(C2=CC(=CC=C2)NC2=NC=CC(=C2)C)=O)=O)C(=CC=C1)Cl (S)-2-(2,6-dichlorobenzamido)-3-(2-(3-(4-methylpyridin-2-ylamino)benzamido)acetamido)propanoic acid